COC1=C2CCC(OC2=CC=C1CCC1=C(C=C(C(=C1)C)C)O)(C)C 2-[2-(5-Methoxy-2,2-dimethyl-3,4-dihydrochromen-6-yl)ethyl]-4,5-dimethylphenol